C(C1=CC=CC=C1)(=O)N1C(CCC=C1C=CC1=C(C=C(C=C1)O)OC)C1=CC=CC=C1 1-benzoyl-6-(4-hydroxy-2-methoxystyryl)-2-phenyl-2,3-dihydropyridin